5,7-dichloro-N-[2-(4,4-difluoropiperidin-1-yl)-6-methylpyridin-4-yl]imidazo[1,2-a]pyridine-8-carboxamide ClC1=CC(=C(C=2N1C=CN2)C(=O)NC2=CC(=NC(=C2)C)N2CCC(CC2)(F)F)Cl